2-(diphenylphosphino)-N-(2-pyridylmethyl)ethylamine C1(=CC=CC=C1)P(CCNCC1=NC=CC=C1)C1=CC=CC=C1